C(C1=CC=CC=C1)N1CC(OCC1)C1=C(C(=C(C(=O)[O-])C=C1)C)C 4-(4-benzylmorpholin-2-yl)-2,3-dimethylbenzoate